O=C(CC(=O)N)NC1=C(C=C(C=C1)C(F)(F)F)C=1C=NC(=CC1)C(F)(F)F 3-oxo-3-((4-(trifluoromethyl)-2-(6-(trifluoromethyl)pyridin-3-yl)phenyl)amino)propanamide